FC1=C(C(=CC=C1)F)S(=O)(=O)N1CCN(CC1)C=1SC(=CN1)C(=O)O [4-(2,6-difluorobenzenesulfonyl)-1-piperazinyl]thiazole-5-carboxylic acid